2-(2-(cyclopropanesulfonamido)thiazol-4-yl)-N-(4-(6-ethoxypyrazin-2-yl)phenyl)-2-methylpropanamide C1(CC1)S(=O)(=O)NC=1SC=C(N1)C(C(=O)NC1=CC=C(C=C1)C1=NC(=CN=C1)OCC)(C)C